P(O)(=O)(OP(=O)(O)OP(=O)(O)O)OC[C@@H]1[C@H]([C@H]([C@@](O1)(N1C=NC=2C(N)=NC=NC12)C)O)O.FC=1C=NC=CC1C1=NN(C=C1)C 3-fluoro-4-(1-methyl-1H-pyrazol-3-yl)pyridine methyladenosine-5'-triphosphate